2,5-dichloro-4-(3-methylpiperidin-1-yl)pyrimidine ClC1=NC=C(C(=N1)N1CC(CCC1)C)Cl